6-(1,1-Difluoroethyl)-N-(2-((1r,4r)-4-(hydroxymethyl)cyclohexyl)-7-methoxyimidazo[1,2-a]pyridin-6-yl)picolinamide FC(C)(F)C1=CC=CC(=N1)C(=O)NC=1C(=CC=2N(C1)C=C(N2)C2CCC(CC2)CO)OC